Triglyceryl Diphosphate O(P(OCC(O)CO)(=O)OP(=O)(OCC(O)CO)[O-])CC(O)CO